C(C)(C)(C)C1=CC=C(C=C1)NS(=O)(=O)C1=C(C=CC=C1)C(=C)C N-(4-tert-butylphenyl)-2-isopropenylbenzenesulfonamide